N1=NC=C(C=C1)C1=CC=C(C=N1)[C@@H](CC[NH3+])NC(=O)C1=CC2=CC=3C[C@@](CCC3N=C2C(=C1)F)(C(C)C)F [(3R)-3-(6-pyridazin-4-yl-3-pyridyl)-3-[[(7S)-4,7-difluoro-7-isopropyl-6,8-dihydro-5H-acridine-2-carbonyl]amino]propyl]ammonium